1-(3-amino-6-(2-hydroxyphenyl)pyridazin-4-yl)-3-methyl-4-phenylpiperidin-4-ol NC=1N=NC(=CC1N1CC(C(CC1)(O)C1=CC=CC=C1)C)C1=C(C=CC=C1)O